OC1OC2=C(N=C1)C=CC=C2 2-hydroxy-2H-1,4-benzoxazin